BrC1=CC=C(CN2CCN(CC2)CC(=O)N(C)C)C=C1 2-(4-(4-bromobenzyl)piperazin-1-yl)-N,N-dimethylacetamide